8-chloro-2-(methylthio)pyrido[4',3':4,5]furo[2,3-d]pyrimidin-4-ol ClC1=NC=CC2=C1OC=1N=C(N=C(C12)O)SC